t-Butyltributyl-(1-isopropylimidazol-4-yl)stannane C(C)(C)(C)C(CCC)[Sn](C=1N=CN(C1)C(C)C)(CCCC)CCCC